1-(2-(3,6-diazabicyclo[3.1.1]heptan-3-yl)-7-(thiazol-2-yl)benzo[d]oxazol-4-yl)-2,2,2-trifluoroethan-1-ol C12CN(CC(N1)C2)C=2OC1=C(N2)C(=CC=C1C=1SC=CN1)C(C(F)(F)F)O